2-Chloro-6-(3-methoxytetrahydrofuran-3-yl)-4-(oxetan-3-yloxy)pyridine ClC1=NC(=CC(=C1)OC1COC1)C1(COCC1)OC